COC1=C(C=C(C(=C1)C(F)(F)F)OC)CC(CC)N 1-(2,5-dimethoxy-4-(trifluoromethyl)phenyl)butan-2-amine